(S)-N-(1-acryloylpiperidin-3-yl)-3-(((8-isopropyl-2-((tetrahydro-2H-pyran-4-yl)amino)pyrazolo[1,5-a][1,3,5]triazin-4-yl)amino)methyl)benzamide C(C=C)(=O)N1C[C@H](CCC1)NC(C1=CC(=CC=C1)CNC1=NC(=NC=2N1N=CC2C(C)C)NC2CCOCC2)=O